3,7-dimethyl-octadiene-1-ol CC(C=CO)=CCCC(C)C